N-(4-{2-[(3,3-difluoro-1-azetidinyl)carbonyl]-4-difluoromethoxyphenyl}-6-isopropoxy-2-pyridyl)-5-{[(1S,2S)-2-methoxy-1-methylpropylamino]methyl}-1-methyl-2-oxo-1,2-dihydronicotinamide FC1(CN(C1)C(=O)C1=C(C=CC(=C1)OC(F)F)C1=CC(=NC(=C1)OC(C)C)NC(C=1C(N(C=C(C1)CN[C@H]([C@H](C)OC)C)C)=O)=O)F